7-(methylsulfonyl)-5,6,7,8-tetrahydroimidazo[1,2-a]pyrazine-2-carboxylic acid CS(=O)(=O)N1CC=2N(CC1)C=C(N2)C(=O)O